FC1=CC(=C2C=CNC2=C1)N1C(C2=CC(=CC=C2C(=C1)C(=O)O)OC)=O 2-(6-fluoro-1H-indol-4-yl)-7-methoxy-1-oxo-1,2-dihydroisoquinoline-4-carboxylic acid